benzyl 4-(azetidin-3-ylmethyl)piperazine-1-carboxylate N1CC(C1)CN1CCN(CC1)C(=O)OCC1=CC=CC=C1